ClC=1C=C(C=CC1C(F)(F)F)C1CCN(CC1)C(=O)C1=CC=C(C=C1)C1(COC1)OC (4-(3-chloro-4-(trifluoromethyl)phenyl)piperidin-1-yl)(4-(3-methoxyoxetan-3-yl)phenyl)methanone